(+-)-1-[4-[[2-(1-methylethoxy)ethoxy]methyl]-phenoxy]-3-[(1-methylethyl)amino]-2-propanol fumarate C(\C=C\C(=O)O)(=O)O.CC(C)OCCOCC1=CC=C(OC[C@@H](CNC(C)C)O)C=C1 |r|